ClC=1C(=CC(=NC1)NC(=O)C1CC1)C1=CC(=C(CNC(OC(C)(C)C)=O)C=C1)C tert-butyl (4-(5-chloro-2-(cyclopropanecarboxamido)pyridin-4-yl)-2-methylbenzyl)carbamate